2-(2-cyanocyclopropyl)-2-methyl-propionic acid C(#N)C1C(C1)C(C(=O)O)(C)C